(trans)-Methyl 6-(4-(azetidine-3-sulfonamido)cyclohexyl)-4-(2-chloro-3,4-difluorophenyl)-2-(thiazol-2-yl)-1,4-dihydropyrimidine-5-carboxylate N1CC(C1)S(=O)(=O)N[C@@H]1CC[C@H](CC1)C1=C(C(N=C(N1)C=1SC=CN1)C1=C(C(=C(C=C1)F)F)Cl)C(=O)OC